2-cyano-1-(5-(1-(2-pyrrolylformyl)piperazine-4-yl)pentyl)-3-(3-fluoro-4-pyridinyl)guanidine C(#N)N=C(NCCCCCN1CCN(CC1)C(=O)C=1NC=CC1)NC1=C(C=NC=C1)F